C(C1=CC=CC=C1)OC1CC(C1)OC=1C=2N(N=CC1)C=CC2 4-((1S,3S)-3-(benzyloxy)cyclobutoxy)pyrrolo[1,2-b]pyridazine